OC1CN(CC1)C1=CC=C(S1)\C=C\1/C(=NOC1=O)C(F)(F)F (E)-4-((5-(3-hydroxypyrrolidin-1-yl)thiophen-2-yl)methylene)-3-(trifluoromethyl)isoxazol-5(4H)-one